CN1C(C(=C(C2=CC(=C(C=C12)O[C@@H]1COCC1)C)N1CCC(CC1)C=1OC2=C(N1)C=C(C=C2)C)C(=O)N)=O 1,6-dimethyl-4-[4-(5-methyl-1,3-benzooxazol-2-yl)piperidin-1-yl]-2-oxo-7-{[(3S)-oxolane-3-yl]oxy}-1,2-dihydroquinoline-3-carboxamide